BrC1=C2CCCC(C2=CC=C1)O 5-bromo-1,2,3,4-tetrahydronaphthalene-1-ol